S(=O)(=O)(O)O[C@H]1[C@H](O)O[C@H]([C@H]([C@@H]1O)O)C(=O)O 2-O-sulfo-α-L-iduronic acid